CN1C(C(CC1)CO)=O N-methyl-3-hydroxymethylpyrrolidin-2-one